7-fluoro-3-methylbenzo[d]isoxazole-6-carboxylic acid FC1=C(C=CC=2C(=NOC21)C)C(=O)O